(2R)-2-(1-cyclopropyltriazol-4-yl)morpholine C1(CC1)N1N=NC(=C1)[C@H]1CNCCO1